IC1=CC=C(C2=CC(=CC=C12)OC)N 4-iodo-7-methoxy-naphthalen-1-amine